2-((3s,4r)-3-aminotetrahydro-2H-pyran-4-yl)-5-chloro-7-((thiophen-2-ylmethyl)amino)thieno[3,2-b]pyridine-3-carbonitrile N[C@@H]1COCC[C@H]1C1=C(C2=NC(=CC(=C2S1)NCC=1SC=CC1)Cl)C#N